FC1([C@H](CN(CC1)C(C(=O)NC=1N=NC(=CC1)OC1=CC=CC=C1)C)C1=CNC(C=C1)=O)F 2-((S)-4,4-difluoro-3-(6-oxo-1,6-dihydropyridin-3-yl)piperidin-1-yl)-N-(6-phenoxypyridazin-3-yl)propionamide